N-(3-(4-fluoropiperidin-1-yl)-2-hydroxypropoxy)-4-methylpiperidin FC1CCN(CC1)CC(CON1CCC(CC1)C)O